COC(C1=C(C=NC=C1)SC1=C(C(=C(C=C1)Br)C)[N+](=O)[O-])=O 3-[(4-bromo-3-methyl-2-nitrophenyl)thio]isonicotinic acid methyl ester